12-hydroxylstearic acid OC(CCCCCCCCCCC(=O)O)CCCCCC